COC(C1CCN(CC1)C1=CC=C(C=C1)C1C2(OC(C3=CC(=CC=C13)O)C)CCCCC2)OC (1R,4R)-4'-(4-(4-(dimethoxymethyl)piperidin-1-yl)phenyl)-1'-methylspiro[cyclohexane-1,3'-isochroman]-7'-ol